BrC1=C2C(=C3C(=NC(=NC3=C1F)Cl)N(CCO)CC1=CC=C(C=C1)OC)NN=C2 2-[(4-bromo-7-chloro-5-fluoro-1H-pyrazolo[3,4-f]quinazolin-9-yl)[(4-methoxyphenyl)methyl]amino]ethan-1-ol